2,4-dimethyl-2,4-di-n-propylcyclobutane-1,3-diol CC1(C(C(C1O)(CCC)C)O)CCC